C(C1=CC=CC=C1)OCCC1=CC(=NN1C1=CC=C(C=C1)OC(F)(F)F)N1CCN(CC1)C(=O)OC(C)(C)C tert-butyl 4-[5-(2-benzyloxyethyl)-1-[4-(trifluoromethoxy)phenyl]pyrazol-3-yl]piperazine-1-carboxylate